4-[5-O-(2-amino-3-bromo-7-quinolinyl)-β-D-ribofuranosyl]-4H-imidazo[4,5-b]pyridin-7-amine NC1=NC2=CC(=CC=C2C=C1Br)OC[C@@H]1[C@H]([C@H]([C@@H](O1)N1C=2C(=C(C=C1)N)N=CN2)O)O